FC(OC1=NN(C2=C1NC(C=C2)=O)C2OCCCC2)F 3-(difluoromethoxy)-1-tetrahydropyran-2-yl-4H-pyrazolo[4,3-b]pyridin-5-one